8-amino-7-cyclobutyl-2-hydroxyquinoline-3-carboxylic acid NC=1C(=CC=C2C=C(C(=NC12)O)C(=O)O)C1CCC1